COC=1C=C2C(=CC=NC2=CC1OC)OC1=C(C=C(C=C1)C1=C(C(C(=C(N1C1CC1)C(=O)N)C1=CC=C(C=C1)F)=O)C(=O)N)F (4-((6,7-dimethoxyquinolin-4-yl)oxy)-3-fluorophenyl)-3-(4-fluorophenyl)-1-cyclopropyl-4-oxo-1,4-dihydropyridine-2,5-dicarboxamide